C(C)(=O)NC1=CC=C(CN2C3=C(C(=C(C2=O)O)C(=O)O)SC=C3)C=C1 4-(4-acetamidobenzyl)-6-hydroxy-5-oxo-4,5-dihydrothieno[3,2-b]pyridine-7-carboxylic acid